B(O)(O)OB(O)O.N(CCO)CCO diethanolamine diborate